2-((4-(6-((4-(cyclopropanecarbonyl)-2-fluoro-5-methylbenzyl)Oxy)pyridin-2-yl)piperidin-1-yl)methyl)-1-(oxetan-2-ylmethyl)-1H-benzo[d]imidazole-6-carboxylic acid C1(CC1)C(=O)C1=CC(=C(COC2=CC=CC(=N2)C2CCN(CC2)CC2=NC3=C(N2CC2OCC2)C=C(C=C3)C(=O)O)C=C1C)F